FC(C1C(NC2=CC(=CC=C2N1)C(F)(F)F)=O)F 3-(difluoromethyl)-7-(trifluoromethyl)-3,4-dihydroquinoxalin-2(1H)-one